C1(CC=C(C=C1)C)(C)[O-] p-xylenolate